CN1N=C(C(=C1)C)NCC1(CCC1)CC (1,4-dimethyl-1H-pyrazol-3-yl)(1-ethylcyclobutyl)methylamine